Tert-butyl N-[2-[2-[2-[2-(2-oxoethoxy) ethoxy]ethoxy]ethoxy]ethyl]carbamate O=CCOCCOCCOCCOCCNC(OC(C)(C)C)=O